C1(NCCC2=C1SC1=C2CCCC1)=O 3,4,5,6,7,8-Hexahydrobenzothieno[2,3-c]pyridin-1(2H)-one